N-((6-(2-aminopyrimidin-5-yl)-8-morpholinoimidazo[1,2-a]pyrazin-2-yl)methyl)benzamide NC1=NC=C(C=N1)C=1N=C(C=2N(C1)C=C(N2)CNC(C2=CC=CC=C2)=O)N2CCOCC2